4-(benzyloxy)-2-((2R,3S,4S,5R)-3-(3,4-difluoro-2-methoxyphenyl)-4,5-dimethyl-5-(trifluoromethyl)tetrahydrofuran-2-yl)-1,6-naphthyridine-5-carbonitrile C(C1=CC=CC=C1)OC1=CC(=NC=2C=CN=C(C12)C#N)[C@@H]1O[C@]([C@H]([C@H]1C1=C(C(=C(C=C1)F)F)OC)C)(C(F)(F)F)C